2-(4-methyl-2-(pyridin-2-ylamino)thiazol-5-yl)ethanol CC=1N=C(SC1CCO)NC1=NC=CC=C1